C(C)(=O)OCC1=CC=C(C=C1)N1C(=NC=2C1=NC(=CC2)C2=NC=CC=C2C#N)C=2C(=NC=CC2)N 4-(2-(2-aminopyridin-3-yl)-5-(3-cyanopyridin-2-yl)-3H-imidazo[4,5-b]pyridin-3-yl)benzyl acetate